C1(CCC1)C=1N(C2=C(C=NC=C2N)N1)C 2-cyclobutyl-1-methyl-imidazo[4,5-c]pyridin-7-amine